CC1=C(C(=CC=C1)C)C1=NC=2NS(C=3C=CC=C(C(NC(CNC(=C1)N2)CC(C)C)=O)C3)(=O)=O 6-(2,6-Dimethylphenyl)-11-isobutyl-2,2-dioxo-2λ6-thia-3,5,9,12,19-pentazatricyclo[12.3.1.14,8]nonadeca-1(18),4(19),5,7,14,16-hexaen-13-one